FC(C1=CC(=NN1C)C1=NC(=NO1)C1(CC1)C1=C(C=CC(=C1)C)C)F 5-(5-(difluoromethyl)-1-methyl-1H-pyrazol-3-yl)-3-(1-(2,5-dimethylphenyl)cyclopropyl)-1,2,4-oxadiazole